(Z)-18-hydroxyoctadec-9-enoic acid OCCCCCCCC\C=C/CCCCCCCC(=O)O